N-((trans-3-(6-((6-methoxy-2-methyl-1,2,3,4-tetrahydroisoquinolin-7-yl)amino)-1H-pyrazolo[3,4-d]pyrimidin-1-yl)cyclobutyl)methyl)methanesulfonamide trifluoroacetate FC(C(=O)O)(F)F.COC=1C=C2CCN(CC2=CC1NC1=NC=C2C(=N1)N(N=C2)[C@@H]2C[C@H](C2)CNS(=O)(=O)C)C